N(C1=CC=CC=C1)C1=CC=C(C=C1)NC(C(=C)C)=O N-(4-anilinophenyl)methacrylamide